O1CCC(CC1)N1CC(CCC1)CS(=O)(=O)Cl (1-(tetrahydro-2H-pyran-4-yl)piperidin-3-yl)methanesulfonyl chloride